N-(5-(1-(4-(chloromethyl)benzyl)piperidin-4-yl)pyridin-2-yl)-5-fluoro-4-(7'-fluoro-2'-methylspiro[cyclopentane-1,3'-indol]-5'-yl)pyrimidin-2-amine ClCC1=CC=C(CN2CCC(CC2)C=2C=CC(=NC2)NC2=NC=C(C(=N2)C=2C=C3C4(C(=NC3=C(C2)F)C)CCCC4)F)C=C1